6-(2-(3-fluoropyrrolidin-1-yl)ethoxy)pyridine FC1CN(CC1)CCOC1=CC=CC=N1